COC(=O)C=1N(C=CC1Br)/N=C/CC#N.FC=1C2(C3=C(C4=C(C(=C(C(=C4C3=C(C1F)F)F)F)F)F)F)C(=C(C(=C1C3=C(C(=C(C(=C3C(=C12)F)F)F)F)F)F)F)F perfluorospirobifluorene Methyl-(E)-3-bromo-1-((2-cyanoethylidene)amino)-1H-pyrrole-2-carboxylate